CC1=NN(C(=C1)C)C=1C=C(C=CC1)CO (3-(3,5-dimethyl-1H-pyrazol-1-yl)phenyl)methanol